ClC1=NC(=C2C(=N1)N(N=C2)[C@H]2[C@@H]([C@@]([C@H](O2)CO)(O)C2CC2)O)N2C[C@@H]1[C@H](C2)CCC1 (2R,3S,4R,5R)-5-(6-chloro-4-((3aR,6aS)-hexahydrocyclopenta[c]pyrrol-2(1H)-yl)-1H-pyrazolo[3,4-d]pyrimidin-1-yl)-3-cyclopropyl-2-(hydroxymethyl)tetrahydrofuran-3,4-diol